(R)-(5-(1-benzylpiperidin-4-yl)-4-oxa-7-azaspiro[2.5]oct-7-yl)(phenyl)methanone ethyl-(E)-3-(5,6-dichloro-1-(tetrahydro-2H-pyran-2-yl)-1H-pyrazolo[4,3-b]pyridin-3-yl)acrylate C(C)OC(\C=C\C1=NN(C=2C1=NC(=C(C2)Cl)Cl)C2OCCCC2)=O.C(C2=CC=CC=C2)N2CCC(CC2)[C@H]2OC1(CC1)CN(C2)C(=O)C2=CC=CC=C2